C1(CC1)C1=C(C=O)C=CC(=C1)C1=NN(C(=C1)C=1C=NC(=CC1)F)CC 2-cyclopropyl-4-[1-ethyl-5-(6-fluoropyridin-3-yl)-1H-pyrazol-3-yl]benzaldehyde